C(C)(C)(C)OC(=O)N1CC2(CCC2)[C@@H](C[C@H]1C(=O)N1CCC(CC1)C=1N=NN(N1)C1=CC=C(C=C1)F)O (7s,9r)-7-(4-(2-(4-fluorophenyl)-2H-tetrazol-5-yl)piperidine-1-carbonyl)-9-hydroxy-6-azaspiro[3.5]nonane-6-carboxylic acid tert-butyl ester